4-ethylcarbonyloxytetrahydrothiophene C(C)C(=O)OC1CCSC1